4-Chloro-2-methyl-6-vinylpyrimidine ClC1=NC(=NC(=C1)C=C)C